COC1=C2C(CC(OC2=CC=C1)(C)C)NC(=O)[C@H]1[C@@H](C1)CN1C(NC(CC1=O)(C)C)=[NH2+] [1-[[(1R,2R)-2-[(5-methoxy-2,2-dimethyl-chroman-4-yl)carbamoyl]cyclopropyl]methyl]-4,4-dimethyl-6-oxo-hexahydropyrimidin-2-ylidene]ammonium